4-{[2-(2-Methoxy-ethylcarbamoyl)-3-methyl-6-pyridin-4-yl-imidazo[1,2-a]pyrazin-8-ylamino]-methyl}-piperidine-1-carboxylic acid tert-butyl ester C(C)(C)(C)OC(=O)N1CCC(CC1)CNC=1C=2N(C=C(N1)C1=CC=NC=C1)C(=C(N2)C(NCCOC)=O)C